C1(CCCCC1)CC[C@H]1N(CCC2=CC(=C(C=C12)OCC)OC)C=O (R)-1-(2-cyclohexylethyl)-7-ethoxy-6-methoxy-3,4-dihydroisoquinoline-2(1H)-formaldehyde